C(C)(C)(C)OC(=O)NCCCN N-t-butyloxycarbonyl-1,3-propanediamine